C(#N)C1=NN(C(=C1)C)C1=C(C=CC(=N1)N1C=NC2=C1C=CC(=C2)C#N)C(C)O 1-[6-(3-cyano-5-methyl-pyrazol-1-yl)-5-(1-hydroxyethyl)-2-pyridinyl]benzimidazole-5-carbonitrile